ClC=1C=C2C(=NC(N3C2=C(C1C1=CC=C(C=C1)F)SC[C@H](C3)OC)=O)N3[C@H](CN(CC3)C(=O)OC(C)(C)C)C tert-butyl (S)-4-((S)-10-chloro-11-(4-fluorophenyl)-3-methoxy-6-oxo-3,4-dihydro-2H,6H-[1,4]thiazepino[2,3,4-ij]quinazolin-8-yl)-3-methylpiperazine-1-carboxylate